CC1=CC=C(C=C1)S(=O)(=O)O.ClC1=C(OC2CNC2)C=CC(=C1)C 3-(2-chloro-4-methylphenoxy)azetidine 4-methylbenzenesulfonate